BrC=1C=NC=C(C1F)I 3-bromo-4-fluoro-5-iodo-pyridine